ClC1=CC(=C(C=C1)C1=NC(=CC=2N=C(N(C(C21)=O)C)C)N2C[C@H](OCC2)C=2C=NC(=NC2)C)F 5-(4-chloro-2-fluorophenyl)-2,3-dimethyl-7-((2R)-2-(2-methyl-5-pyrimidinyl)-4-morpholinyl)pyrido[4,3-d]pyrimidin-4(3H)-one